rac-(4aR,7aR)-4-tosylhexahydropyrrolo[3,4-b][1,4]oxazin-6(2H)-nitrile S(=O)(=O)(C1=CC=C(C)C=C1)N1[C@H]2[C@H](OCC1)CN(C2)C#N |r|